BrC1=CC=C(C=C1)C1(C(NC(CC1)=O)=O)C 3-(4-bromophenyl)-3-methylpiperidine-2,6-dione